COC1=CC=C(C=C1)CN(S(=O)(=O)C1=CC(=C(C=C1)NC=1C=NC(=CC1)C(F)(F)F)C=1N=CN(C1)C)C N-[(4-methoxyphenyl)methyl]-N-methyl-3-(1-methylimidazol-4-yl)-4-[[6-(trifluoromethyl)-3-pyridinyl]amino]benzenesulfonamide